C(CC)C1(CN(CCC1)C1=NC(=CC=C1)S(NC1=NC(=C(C=C1)C(F)(F)F)C1=C(C=CC=C1)C)(=O)=O)C(=O)O 3-propyl-1-(6-(N-(6-(o-tolyl)-5-(trifluoromethyl)pyridin-2-yl)sulfamoyl)pyridin-2-yl)piperidine-3-carboxylic acid